[N+](=O)([O-])C1=CC=C(C=C1)CCNC[C@H](O)C1=CC=CC=C1 (R)-2-((4-nitrophenylethyl)amino)-1-phenylethanol